ClC=1C(=CC(=C(C(=O)N)C1)OC1=C(C=C(C=C1)F)C)C(F)(F)F 5-chloro-2-(4-fluoro-2-methylphenoxy)-4-(trifluoromethyl)benzamide